CN1CCC(CC1)(F)F Methyl-4,4-difluoropiperidine